(S)-4-((1-(4-chloro-8-(2-(1-hydroxycyclobutyl)pyrimidin-5-yl)-1-oxo-2-phenyl-1,2-dihydroisoquinolin-3-yl)ethyl)amino)pyrido[2,3-d]pyrimidin-5(8H)-one ClC1=C(N(C(C2=C(C=CC=C12)C=1C=NC(=NC1)C1(CCC1)O)=O)C1=CC=CC=C1)[C@H](C)NC=1C2=C(N=CN1)NC=CC2=O